2-(3,8-diazabicyclo[3.2.1]oct-3-yl)-6-methyl-N-(5-methyl-1H-pyrazol-3-yl)pyrimidin-4-amine hydrochloride Cl.C12CN(CC(CC1)N2)C2=NC(=CC(=N2)NC2=NNC(=C2)C)C